F[C@@H]1CN(C[C@H]1N1N=CC(=C1)C=O)C(=O)OC(C)(C)C |r| tert-butyl (3R/S,4R/S)-3-fluoro-4-(4-formyl-1H-pyrazol-1-yl)pyrrolidine-1-carboxylate